BrC1=C(N=C2C(=C(C(N(C2=C1)C)=O)C(=O)N)N(C)[C@@H]1CC[C@@H](CC1)/C(/C1=CC=CC=C1)=N/OC(C)(C)C)Cl 7-bromo-4-((cis-4-((Z)-(tert-butoxyimino)(phenyl)methyl)cyclohexyl)-(methyl)amino)-6-chloro-1-methyl-2-oxo-1,2-dihydro-1,5-naphthyridine-3-carboxamide